5-((tert-butyldimethylsilyl)oxy)-7,7-dimethyl-7H-cyclopenta[b]pyridine [Si](C)(C)(C(C)(C)C)OC1=CC(C2=NC=CC=C21)(C)C